3-Chloro-2-fluoro-N-[(1S)-1-{[(3S)-3-hydroxypyrrolidin-1-yl]methyl}-2-methylpropyl]-N-methylbenzamide ClC=1C(=C(C(=O)N(C)[C@@H](C(C)C)CN2C[C@H](CC2)O)C=CC1)F